1,1,1-trichloro-ethane ClC(C)(Cl)Cl